N,N-dimethyl-1-(5-ethyl-3-methoxy-2-octyloxyphenyl)methylamine-N-oxide C[N+](C)(CC1=C(C(=CC(=C1)CC)OC)OCCCCCCCC)[O-]